(RS)-5-fluoro-2,3-dimethyl-4-(1-(6-vinylpyridin-3-yl)ethyl)-1H-indole-7-carbonitrile FC=1C(=C2C(=C(NC2=C(C1)C#N)C)C)[C@H](C)C=1C=NC(=CC1)C=C |r|